6-chloro-1-(1-methylazetidin-3-yl)-4-(pyrrolidin-1-ylmethyl)-1H-pyrazolo[3,4-b]pyridine ClC1=CC(=C2C(=N1)N(N=C2)C2CN(C2)C)CN2CCCC2